Methyl 3-(3-(1-(2-(2-fluoro-5-((6-fluoro-4-methyl-1H-indol-5-yl)oxy)phenyl)-1H-imidazol-5-yl)-1-(2-(2-methoxyethoxy)ethoxy)ethyl)phenyl)propanoate FC1=C(C=C(C=C1)OC=1C(=C2C=CNC2=CC1F)C)C=1NC(=CN1)C(C)(OCCOCCOC)C=1C=C(C=CC1)CCC(=O)OC